N-(4-(5-Benzamido-1-methyl-1H-pyrazol-3-yl)phenyl)-3-methoxybenzamide C(C1=CC=CC=C1)(=O)NC1=CC(=NN1C)C1=CC=C(C=C1)NC(C1=CC(=CC=C1)OC)=O